(1S,2R)-1-[(4S,7S,9aS)-8,8-dimethyl-4-[(2S)-2-(methylamino)propan-amido]-5-oxo-octahydro-pyrrolo[2,1-b][1,3]-thiazepine-7-amido]-2,3-dihydro-1H-inden CC1(C[C@@H]2SCC[C@@H](C(N2[C@@H]1C(=O)N[C@H]1CCC2=CC=CC=C12)=O)NC([C@H](C)NC)=O)C